4-ethoxy-1,2,5-oxadiazole-3-carboxylic acid C(C)OC=1C(=NON1)C(=O)O